(3-ethynyl-piperidin-3-yl)carbamic acid methyl ester COC(NC1(CNCCC1)C#C)=O